C1(=CC=CC=C1)N1C2=CC=CC=C2C=2C=C(C=CC12)C=1C=C(C=CC1)OB(O)O (3-(9-phenyl-carbazol-3-yl)phenyl)boric acid